C(C)[Si](O[Si](C)(C)C)(O[Si](C)(C)C)CC 3,3-diethyl-1,1,1,5,5,5-hexamethyltrisiloxane